4-[3-Hydroxy-6-(2-methyl-6-trifluoromethyl-benzyl)-pyridin-2-yl]-4-oxo-butyric acid ethyl ester C(C)OC(CCC(=O)C1=NC(=CC=C1O)CC1=C(C=CC=C1C(F)(F)F)C)=O